N-ethyl-2-[(2S,4R)-4-hydroxy-1-[2-(3-methoxyisoxazol-5-yl)-3-methyl-butanoyl]pyrrolidin-2-yl]-N-[[4-(methylcarbamoyl)phenyl]methyl]-1H-imidazole-4-carboxamide C(C)N(C(=O)C=1N=C(NC1)[C@H]1N(C[C@@H](C1)O)C(C(C(C)C)C1=CC(=NO1)OC)=O)CC1=CC=C(C=C1)C(NC)=O